(1,2-difluoroethen-1-yl)(tributyl)phosphonium FC(=CF)[P+](CCCC)(CCCC)CCCC